3-[2-(6-Fluoro-1H-1,3-benzodiazol-5-yl)ethynyl]-1-[(3S,5R)-5-(methoxymethyl)-1-(prop-2-enoyl)pyrrolidin-3-yl]-5-(methylamino)pyrazole-4-carboxamide FC=1C(=CC2=C(NC=N2)C1)C#CC1=NN(C(=C1C(=O)N)NC)[C@@H]1CN([C@H](C1)COC)C(C=C)=O